The molecule is a monocarboxylic acid that is acetic acid in which one of the methyl hydrogens is substituted by a 1,8-diethyl-1,3,4,9-tetrahydropyrano[3,4-b]indol-1-yl moiety. A preferential inhibitor of cyclo-oxygenase 2 and non-steroidal anti-inflammatory, it is used for the treatment of rheumatoid arthritis and osteoarthritis, and for the alleviation of postoperative pain. Administered as the racemate, only the (S)-enantiomer is active. It has a role as a non-steroidal anti-inflammatory drug, a cyclooxygenase 2 inhibitor, a non-narcotic analgesic and an antipyretic. It is a monocarboxylic acid and an organic heterotricyclic compound. CCC1=C2C(=CC=C1)C3=C(N2)C(OCC3)(CC)CC(=O)O